CCCCCCCCN(CCCCCCCC)C1=CC=CC=C1 N,N-dioctylaniline